N,N-dimethyl-sulfamoyl chloride CN(S(=O)(=O)Cl)C